dilauryl-aminoglutamine sodium [Na].C(CCCCCCCCCCC)[C@](N(N)CCCCCCCCCCCC)(CCC(N)=O)C(=O)O